2-[4-[(2S,5R)-4-(2,2-difluoro-1-methylcyclopropanecarbonyl)-2,5-dimethylpiperazin-1-yl]spiro[6H-pyrrolo[2,3-d]pyrimidine-5,1'-cyclobutane]-7-yl]pyridine-4-carbonitrile FC1(C(C1)(C(=O)N1C[C@@H](N(C[C@H]1C)C=1C2=C(N=CN1)N(CC21CCC1)C1=NC=CC(=C1)C#N)C)C)F